C(=O)(O)C1=CC=C(C=C1)NC1=NC(=NC(=N1)NC1=CC=C(C=C1)C(=O)O)NC1=CC=C(C=C1)C(=O)O 2,4,6-tris(4-carboxyphenylamino)-1,3,5-triazine